C(C)(=O)O[C@@H]1[C@H](O[C@H]([C@@H]1OC(C)=O)N1N=CC=2C1=CC(=NC2NC2CCCC2)Cl)COC(C)=O (2R,3R,4R,5R)-2-(Acetoxymethyl)-5-(6-chloro-4-(cyclopentylamino)-1H-pyrazolo[3,4-d]pyridin-1-yl)tetrahydrofuran-3,4-diyl diacetate